CC1=C(C=C(C=C1)[N+](=O)[O-])C1CNC1 3-(2-methyl-5-nitrophenyl)azetidine